(Z)-2-(5-fluoro-2-methyl-1-(3,4,5-trimethoxybenzylidene)-1H-inden-3-yl)acetic acid FC=1C=C2C(=C(/C(/C2=CC1)=C/C1=CC(=C(C(=C1)OC)OC)OC)C)CC(=O)O